C(C=C)(=O)N1C[C@@H]2COC3=C(C(N2CC1)=O)C(=NC(=C3Cl)C3=C(C=CC=C3O)F)N3CCN(CC3)C (6aR)-8-acryloyl-4-chloro-3-(2-fluoro-6-hydroxyphenyl)-1-(4-methylpiperazin-1-yl)-6,6a,7,8,9,10-hexahydro-12H-pyrazino[2,1-c]pyrido[3,4-f][1,4]oxazepin-12-one